C(C)[C@]1(NC(N(C(C1)=O)[C@H]1[C@@H](CC2=CC=C(C=C12)C(=O)N[C@H]1[C@@H](C(OC2=CC=CC=C12)(C)C)O)C)=N)C (2R,3S)-3-[(4R)-4-ethyl-2-imino-4-methyl-6-oxo-hexahydropyrimidin-1-yl]-N-[(3S,4R)-3-hydroxy-2,2-dimethyl-chroman-4-yl]-2-methyl-indane-5-carboxamide